NC1=CC=CC(=N1)S(=O)(=O)NC(=O)C=1C(=NC(=CC1)N1N=CC=C1)OC1=C(C=C(C=C1C)C)C N-[(6-amino-2-pyridyl)sulfonyl]-6-pyrazol-1-yl-2-(2,4,6-trimethylphenoxy)pyridine-3-carboxamide